FC(C1=CC=C(C=N1)CC1CC2(CN(C2)C(=O)N2CC3(C2)NC(OC3)=O)CC1)(F)F 2-[6-[[6-(trifluoromethyl)-3-pyridyl]methyl]-2-azaspiro[3.4]octane-2-carbonyl]-7-oxa-2,5-diazaspiro[3.4]octan-6-one